4-[3-[2,6-Dichloro-4-[3-(trifluoromethyl)piperazin-1-yl]benzoyl]-2,4-dihydro-1,3-benzoxazin-8-yl]-5-fluoro-2-(3-oxa-8-azabicyclo[3.2.1]octan-8-yl)benzoic acid ClC1=C(C(=O)N2COC3=C(C2)C=CC=C3C3=CC(=C(C(=O)O)C=C3F)N3C2COCC3CC2)C(=CC(=C1)N1CC(NCC1)C(F)(F)F)Cl